C(C1=CC=C(C=C1)NC(=O)N(C)C)C1=CC=C(C=C1)NC(=O)N(C)C N,N''-(methylenedi-4,1-phenylene)bis(N',N'-dimethylurea)